tetrahydro-1H-carbazol-1-one C1(CCCC2C3=CC=CC=C3N=C12)=O